(3-(dimethylamino)pyrrolidin-1-yl)(3-(phenylethynyl)-1H-indazol-5-yl)methanone CN(C1CN(CC1)C(=O)C=1C=C2C(=NNC2=CC1)C#CC1=CC=CC=C1)C